(3aR,6aS)-2-benzyl-5-[[6-(2,4-dimethylpyrazol-3-yl)pyridazin-3-yl]oxymethyl]-3,3a,4,5,6,6a-hexahydro-1H-cyclopenta[c]pyrrole C(C1=CC=CC=C1)N1C[C@@H]2[C@H](C1)CC(C2)COC=2N=NC(=CC2)C=2N(N=CC2C)C